2,2'-diiodobenzidine IC1=C(C=CC(=C1)N)C1=C(C=C(N)C=C1)I